3-(4-chloro-2-fluorobenzyl)-2-methyl-N-(5-methyl-1H-pyrazol-3-yl)-8-(morpholinomethyl)imidazo[1,2-b]pyridazin-6-amine ClC1=CC(=C(CC2=C(N=C3N2N=C(C=C3CN3CCOCC3)NC3=NNC(=C3)C)C)C=C1)F